4-cyano-2-(methylsulfonyl)benzoic acid C(#N)C1=CC(=C(C(=O)O)C=C1)S(=O)(=O)C